NC1=CC=C(OC=2C=C(C(C#N)=CC2)C#N)C=C1 4-(4-Aminophenoxy)phthalonitril